C1(CC1)S(=O)(=O)C=1C=C(OC[C@H](CN[C@H]2COC3(C2)CCN(CC3)S(=O)(=O)C=3C=C2C(=NC3)OCCC2)O)C=CC1 (S)-1-(3-(cyclopropylsulfonyl)phenoxy)-3-((R)-8-(3,4-dihydro-2H-pyrano[2,3-b]pyridin-6-ylsulfonyl)-1-oxa-8-azaspiro[4.5]decan-3-ylamino)propan-2-ol